aminocalcium benzoate C(C1=CC=CC=C1)(=O)[O-].N[Ca+]